C(C(C)C)S(=O)(=O)C=1C=C2C(=CNC2=CC1)CCNC(C)=O N-(2-(5-(isobutylsulfonyl)-1H-indol-3-yl)ethyl)acetamide